CC1CN(CC(N1)C)C1=CC=C(C=2N=CC(=NC12)OC)C(=O)NC1=CN2C=C(C=C2C(=C1)F)C 8-(3,5-dimethylpiperazin-1-yl)-N-(8-fluoro-2-methylindolizin-6-yl)-2-methoxyquinoxaline-5-carboxamide